Cl.NC1CC(CCC1)C(=O)OC methyl 3-aminocyclohexane-1-carboxylate-HCl